((4-(1,2-dihydroxyethyl)-1-(4-(trifluoromethoxy)phenyl)-1H-pyrazolo[3,4-b]pyridin-3-yl)methyl)-N-methylacrylamide OC(CO)C1=C2C(=NC=C1)N(N=C2CC(C(=O)NC)=C)C2=CC=C(C=C2)OC(F)(F)F